benzyl (E)-3-phenylprop-2-enoate C1(=CC=CC=C1)/C=C/C(=O)OCC1=CC=CC=C1